IC1=C(C(=C(C(=C1C1=C(C(=CC=C1)[2H])[2H])[2H])[2H])[2H])C1=C(C(=C(C(=C1[2H])[2H])[2H])[2H])[2H] 2'-iodo-1,1':3',1''-terphenyl-d10